2-(4-propylphenyl)ethyl methacrylate C(C(=C)C)(=O)OCCC1=CC=C(C=C1)CCC